(R)-1-(1-((S)-5-(4,4,4-Trifluorobutyl)-5-azaspiro[2.4]heptane-7-yl)-1,6-dihydroimidazo[4,5-d]pyrrolo[2,3-b]pyridin-2-yl)ethanol FC(CCCN1CC2(CC2)[C@@H](C1)N1C(=NC=2C1=C1C(=NC2)NC=C1)[C@@H](C)O)(F)F